NCC=1C=CC(=NC1)C1=C(C=C(C#N)C=C1)OC1=CN=NC(=C1)N1CCCC1 4-[5-(aminomethyl)pyridin-2-yl]-3-(6-pyrrolidin-1-ylpyridazin-4-yl)oxybenzonitrile